4-(4-morpholino-7H-pyrrolo[2,3-d]pyrimidin-6-yl)-N-(2,2,2-trifluoro-1-(1-(piperidin-4-yl)azetidin-3-yl)ethyl)aniline O1CCN(CC1)C=1C2=C(N=CN1)NC(=C2)C2=CC=C(NC(C(F)(F)F)C1CN(C1)C1CCNCC1)C=C2